(S)-quinuclidin-3-yl (5-(6-(2-methoxyethoxy)pyridin-3-yl)-2,2-dimethyl-2,3-dihydro-1H-inden-1-yl)carbamate COCCOC1=CC=C(C=N1)C=1C=C2CC(C(C2=CC1)NC(O[C@@H]1CN2CCC1CC2)=O)(C)C